C1(CC1)S(=O)(=O)NC1=NC=CC(=N1)C(C(=O)NC1=NC=C(C=C1)C1=NC(=CN=C1)OC(C)C)(C)C 2-(2-(cyclopropanesulfonamido)pyrimidin-4-yl)-N-(5-(6-isopropoxypyrazin-2-yl)pyridin-2-yl)-2-methylpropanamide